FC(C(=O)NC12C[C@H]3CC2C[C@@H](C1)C3)(F)C=3C=C(C(=O)NC1=CC(=C(C=C1)F)C)C=CC3F 3-(1,1-difluoro-2-(((2R,3as,5S,6as)-hexahydro-2,5-methanopentalen-3a(1H)-yl)amino)-2-oxoethyl)-4-fluoro-N-(4-fluoro-3-methylphenyl)benzamide